FC=1C=C2C3(C(NC2=CC1F)=O)CC3 5',6'-difluoro-2'-oxospiro[cyclopropane-1,3'-indoline]